CC=1C(=NC=2N(C1)C1=C(N2)C=CC=C1)NC1=CC=C(C=C1)C(F)(F)F methyl-N-(4-(trifluoromethyl)phenyl)benzo[4,5]imidazo[1,2-a]pyrimidin-2-amine